CC(C)(C=1C(=C(C(=CC1)C)O)C)C=1C(=C(C(=CC1)C)O)C (1-methylethylidene)bis(2,6-dimethylphenol)